NC([C@H](N)C(=O)O)C1=CC=C(C=C1)O β-amino-L-tyrosine